COC=1C=C(OC2=NC=CC=C2I)C=C(C1)OC 2-(3,5-dimethoxyphenoxy)-3-iodopyridine